NC1=CC=C(C=2OCCOC21)C(=O)OC methyl 5-amino-2,3-dihydro-1,4-benzodioxin-8-carboxylate